CNC1(CC1)C=1C=C(C=CC1)CNC(O[C@H]1[C@H](NC[C@@H]1O)CC1=CC=C(C=C1)C1=CN=CO1)=O (2R,3S,4S)-4-hydroxy-2-{[4-(1,3-oxazol-5-yl)phenyl]methyl}pyrrolidin-3-yl N-({3-[1-(methylamino)cyclopropyl]phenyl}methyl)carbamate